C(C)N1C(N(C(C(=C1)C(=O)O)=O)C1=CC=C(C=C1)F)=O 1-ethyl-3-(4-fluorophenyl)-2,4-dioxo-1,2,3,4-tetrahydropyrimidine-5-formic acid